ethyl (Z)-3-(cyclopropylamino)-2-(2,4,5-trifluorobenzoyl)-acrylate C1(CC1)N\C=C(/C(=O)OCC)\C(C1=C(C=C(C(=C1)F)F)F)=O